C(C)[Si](C(C)(C)C)(C(C)(C)C)F ethyldi-t-butylsilyl fluoride